ClC1=CC=C2C=CNC2=C1CC#N 2-(6-chloro-1H-indol-7-yl)acetonitrile